4-amino-1-(2-deoxy-β-D-erythropentofuranosyl)-1,3,5-triazin-2(1H)-one NC1=NC(N(C=N1)[C@H]1C[C@H](O)[C@H](O1)CO)=O